NC1=C2N=CN(C2=NC=N1)[C@H]1[C@@H]([C@@H]([C@H](O1)COP1(OCCC(O1)C1=C(C(=C(C(=C1)F)F)F)F)=S)O)O 2-(((2r,3s,4r,5r)-5-(6-amino-9H-purin-9-yl)-3,4-dihydroxytetrahydrofuran-2-yl)methoxy)-4-(2,3,4,5-tetrafluorophenyl)-1,3,2-dioxaphosphorinane 2-sulfide